C1(CC1)NC1=NC(=NC=C1)O[C@@H]1CN(CC1)CC(=O)NC=1C=CC=C2C(=CNC12)C1=NC(=NC=C1C)NC1=NN(C(=C1)C)C (S)-2-(3-((4-(cyclopropylamino)pyrimidin-2-yl)oxy)pyrrolidin-1-yl)-N-(3-(2-((1,5-dimethyl-1H-pyrazol-3-yl)amino)-5-methylpyrimidin-4-yl)-1H-indol-7-yl)acetamide